N-[3-(aminomethyl)-2,4-difluorophenyl]cyclopropanesulfonamide NCC=1C(=C(C=CC1F)NS(=O)(=O)C1CC1)F